2-(4-((2-acrylamidothiazol-5-yl)methyl)piperazin-1-yl)-N-(p-tolyl)acetamide C(C=C)(=O)NC=1SC(=CN1)CN1CCN(CC1)CC(=O)NC1=CC=C(C=C1)C